N(=[N+]=[N-])C(/C=C/C1=CC=CC=C1)CBr (E)-(3-azido-4-bromobut-1-en-1-yl)benzene